(S)-1-(3-(2-amino-2-carboxyethyl)phenyl)-1-oxo-5,8,11,14,17,20,23,26-octaoxa-2-azanonacosan-29-oic acid N[C@@H](CC=1C=C(C=CC1)C(NCCOCCOCCOCCOCCOCCOCCOCCOCCC(=O)O)=O)C(=O)O